(R)-2,2-dimethyl-4-((octadecyloxy)methyl)-1,3-dioxolane CC1(OC[C@H](O1)COCCCCCCCCCCCCCCCCCC)C